(6R)-6-{[7-bromo-2-(1,5-dimethyl-1H-pyrazol-4-yl)[1,2,4]triazolo[1,5-c]quinazolin-5-yl]amino}-1,4-diazepin-5-one BrC1=CC=CC=2C=3N(C(=NC12)NC=1C(N=CC=NC1)=O)N=C(N3)C=3C=NN(C3C)C